tert-butyl (2-(3-(imino(1-methyl-2,3-dihydro-1H-pyrrolo[2,3-c]pyridin-5-yl)methyl)thioureido)pyridinyl)(methyl)carbamate N=C(NC(NC1=NC=CC=C1N(C(OC(C)(C)C)=O)C)=S)C=1C=C2C(=CN1)N(CC2)C